[Cl-].[Cl-].CC=1C(C2=C(N(C=3C=CC=CC23)C2=CC=CC=C2)C1C)[Hf+2]C1C(=C(C=2N(C=3C=CC=CC3C21)C2=CC=CC=C2)C)C bis(2,3-dimethyl-4-phenylcyclopenta[b]indolyl)hafnium dichloride